ClC=1C(=NC(=NC1)NC1=CC=C(C=C1)S(NC)(=O)=O)C=1C=C(C2=C(N(C(=N2)N(C(OC)=O)C)C(C)C)C1)F methyl (6-(5-chloro-2-((4-(N-methylsulfamoyl)phenyl)amino)pyrimidin-4-yl)-4-fluoro-1-isopropyl-1H-benzo[d]imidazol-2-yl)(methyl)carbamate